bromo-2'-{[(2S)-1,4-dioxan-2-yl]methyl}-8'-methyl-2',5'-dihydrospiro[cyclopropane-1,4'-furo[2,3-g]indazole] BrC=1N(N=C2C3=C(CC4(C12)CC4)OC=C3C)C[C@@H]3OCCOC3